(R)-α-cyano-3-phenoxybenzyl (1S)-trans-3-(2,2-dichlorovinyl)-2,2-dimethylcyclopropanecarboxylate ClC(=C[C@@H]1C([C@H]1C(=O)O[C@H](C1=CC(=CC=C1)OC1=CC=CC=C1)C#N)(C)C)Cl